4-(1-(3,8-Diazabicyclo[3.2.1]octan-8-yl)-3-((R)-3-(dimethylamino)pyrrolidin-1-yl)-5-fluoro-7,9-dihydrofuro[3,4-f]quinazolin-6-yl)-2-amino-7-fluorothieno[3,2-c]pyridine-3-carbonitrile C12CNCC(CC1)N2C2=NC(=NC=1C(=C(C3=C(C21)COC3)C3=NC=C(C2=C3C(=C(S2)N)C#N)F)F)N2C[C@@H](CC2)N(C)C